1,9-bis-(β-cyanoethyl)fluorene C(#N)CCC1=CC=CC=2C3=CC=CC=C3C(C12)CCC#N